CC(=CCC/C(=C/CC/C(=C/C[C@]12[C@H](O1)[C@@H](C(=CC2=O)OC)OC(=O)C)/C)/C)C The molecule is a class II yanuthone that is yanuthone X2 in which the hydroxy group at position 4 of the 5,6-epoxycyclohex-2-en-1-one core has been converted to the corresponding acetate ester. Like yanuthone X2, yanuthone X1 has been isolated from the filamentous fungus Aspergillus niger, but shows much lower antifungal activity towards the pathogenic yeast Candida albicans than yanuthone X2 (IC50 >100 muM for yanuthone X1, compared with = 51.7 +-4.7 muM for yanuthone X2). It has a role as an Aspergillus metabolite. It is a class II yanuthone, an enol ether and an acetate ester. It derives from a yanuthone X2.